Acrylamidomethyl-trimeth-oxysilan C(C=C)(=O)NC[Si](OC)(OC)OC